Cl.Cl.N1[C@@H](CCC1)C(=O)OC1=C2C(=CNC2=CC=C1)CCN(C)C 3-(2-(Dimethylamino)ethyl)-1H-indol-4-yl L-prolinate 2HCl salt